N-(4-(4-amino-7-(1-isobutyrylpiperidin-4-yl)pyrrolo[2,1-f][1,2,4]triazin-5-yl)phenyl)-5-bromo-5'-fluoro-6-methyl-2-oxo-2H-[1,3'-bipyridine]-3-carboxamide NC1=NC=NN2C1=C(C=C2C2CCN(CC2)C(C(C)C)=O)C2=CC=C(C=C2)NC(=O)C=2C(N(C(=C(C2)Br)C)C=2C=NC=C(C2)F)=O